N1=C(C=C(C=C1)C(=O)N)C1=CC=NC=C1 2,4'-bipyridine-4-carboxamide